1-(9H-fluoren-9-yl)-3,6-dioxo-2,9-dioxa-4,7-diazadodecan-12-oic acid C1=CC=CC=2C3=CC=CC=C3C(C12)COC(NCC(NCOCCC(=O)O)=O)=O